beta-D-glucose azide [N-]=[N+]=[N-].O[C@H]1[C@H](O)[C@@H](O)[C@H](O)[C@H](O1)CO